C(#N)C=1C(=CC(=NC1)NC(N(C)C1=NC(=C(C=C1)CN1C(CN(CC1)C)=O)C=O)=O)NCC1COCCC1 3-(5-cyano-4-(((tetrahydro-2H-pyran-3-yl)methyl)amino)pyridin-2-yl)-1-(6-formyl-5-((4-methyl-2-oxopiperazin-1-yl)methyl)pyridin-2-yl)-1-methylurea